(S)-2,2,2-trifluoro-1-(2-furyl)-1-(4-methoxyphenyl)ethan-1-amine FC([C@](N)(C1=CC=C(C=C1)OC)C=1OC=CC1)(F)F